(6-{2-[(tert-butyldimethylsilyl)oxy]ethyl}pyridin-3-yl)methanol [Si](C)(C)(C(C)(C)C)OCCC1=CC=C(C=N1)CO